4a-picolinoyl-1-(4-(trifluoromethyl)phenyl)-4a,5,7,8-tetrahydro-1H-pyrazolo[3,4-g]isoquinoline-6(4H)-carboxylate N1=C(C=CC=C1)C(=O)C12CC3=C(C=C2CCN(C1)C(=O)[O-])N(N=C3)C3=CC=C(C=C3)C(F)(F)F